(Tetrahydroindenyl)(trimethylsilyl-methylcyclopentadienyl)hafnium dichloride [Cl-].[Cl-].C1(CCC2CC=CC=C12)[Hf+2]C1(C(=CC=C1)[Si](C)(C)C)C